8-fluoro-4-(2-fluoro-6-azaspiro[3.5]non-6-yl)-7-(8-fluoronaphthalen-1-yl)-2-((hexahydro-1H-pyrrolizin-7a-yl)methoxy)pyrido[4,3-d]pyrimidine FC1=C(N=CC2=C1N=C(N=C2N2CC1(CC(C1)F)CCC2)OCC21CCCN1CCC2)C2=CC=CC1=CC=CC(=C21)F